FC=1C=C(CC=2C=C(C(=C3CCCC23)OC)C(=O)N[C@H]2CCOC[C@@H]2O)C=CC1C(NC)=O 1,5-anhydro-2,3-dideoxy-3-(((7-(3-fluoro-4-(methylcarbamoyl)benzyl)-4-methoxy-2,3-dihydro-1H-inden-5-yl)carbonyl)amino)-L-threo-pentitol